(7S,8S)-8-hydroxy-7-((R)-5H-imidazo[5,1-a]isoindol-5-yl)-5,6,7,8-tetrahydronaphthalene-2-sulfonamide O[C@H]1[C@@H](CCC=2C=CC(=CC12)S(=O)(=O)N)[C@H]1N2C(C3=CC=CC=C13)=CN=C2